5-amino-2-(3-aminopyridazin-4-yl)-6-(5-methyl-1-(tetrahydro-2H-pyran-2-yl)-1H-indazol-4-yl)pyrimidine-4-carboxylic acid ethyl ester C(C)OC(=O)C1=NC(=NC(=C1N)C1=C2C=NN(C2=CC=C1C)C1OCCCC1)C1=C(N=NC=C1)N